1-methyl-N-(3-(3-oxo-2,3-dihydrospiro[indene-1,4'-piperidin]-6-yl)-1H-pyrrolo[2,3-b]pyridin-6-yl)piperidine-4-carboxamide CN1CCC(CC1)C(=O)NC1=CC=C2C(=N1)NC=C2C2=CC=C1C(CC3(CCNCC3)C1=C2)=O